N(=C=O)C(C)(C)C1=CC(=CC=C1)C(C)(C)N=C=O 1,3-bis-(2-isocyanato-prop-2-yl)-benzene